CP(=O)(C)C=1C(=CC=C2C(=CNC12)C1=NC(=NC=C1C(F)(F)F)NC1CCOCC1)C#N 7-(dimethylphosphoryl)-3-(2-((tetrahydro-2H-pyran-4-yl)amino)-5-(trifluoromethyl)pyrimidin-4-yl)-1H-indole-6-carbonitrile